[Br-].CC=1N=C(SC1C)[N+]=1N(N=NC1C1=CC=CC=C1)C1=CC=CC=C1 (4,5-dimethylthiazol-2-yl)-2,5-diphenyl-tetrazolium bromide